tert-Butyl N-[2-[5-[(1R)-1-benzyloxy-1-(trifluoromethyl)but-3-enyl]-1,3,4-oxadiazol-2-yl]-6-bromo-5-(trifluoromethyl)-3-pyridyl]-N-tert-butoxycarbonyl-carbamate C(C1=CC=CC=C1)O[C@@](CC=C)(C(F)(F)F)C1=NN=C(O1)C1=NC(=C(C=C1N(C(OC(C)(C)C)=O)C(=O)OC(C)(C)C)C(F)(F)F)Br